C(CCCCCCC\C=C/C\C=C/C\C=C/CC)(=O)OCC(COC(CCCCCCC\C=C/C\C=C/CCCCC)=O)OC(N(C)C1CN(C1)C(C)C)=O 2-(((1-isopropylazetidin-3-yl)(methyl)carbamoyl)oxy)-3-(((9Z,12Z)-octadeca-9,12-dienoyl)oxy)propyl (9Z,12Z,15Z)-octadeca-9,12,15-trienoate